[Ni+2].P([O-])([O-])[O-].P([O-])([O-])[O-].[Ni+2].[Ni+2] bis(phosphite) nickel